5-(5-methyl-2-(3-methyl-4-(pyridin-3-yl)phenylamino)pyrimidin-4-ylamino)benzo[d]oxazol-2(3H)-one formate salt C(=O)O.CC=1C(=NC(=NC1)NC1=CC(=C(C=C1)C=1C=NC=CC1)C)NC=1C=CC2=C(NC(O2)=O)C1